C1(=CC=CC=C1)S(=O)(=O)N1[C@@H](CCC1)C(=O)N[C@H](C(=O)O)CCCCCCCC1=NC=2NCCCC2C=C1 (S)-2-((S)-1-(phenylsulfonyl)pyrrolidine-2-carboxamido)-9-(5,6,7,8-tetrahydro-1,8-naphthyridin-2-yl)nonanoic acid